CCCCC(O)Br bromopentanol